FC1(CCN(CC1)C=1C=2N(C=C(N1)NC(C1=C(C=C(C=C1)NC(CO)(C)C)N1CCC3(CC3)CC1)=O)C=CN2)F N-(8-(4,4-difluoropiperidin-1-yl)imidazo[1,2-a]pyrazin-6-yl)-4-((1-hydroxy-2-methylpropan-2-yl)amino)-2-(6-azaspiro[2.5]oct-6-yl)benzamide